NCCCCCCCC(=O)NC1=C(C(=O)NC=2SC(=C(N2)C)C)C=CC=C1 2-(8-aminooctanamido)-N-(4,5-dimethylthiazol-2-yl)benzamide